2-Ethyl-2-butanthiol C(C)C(C)(CC)S